1-(5-fluoro-2-methylphenyl)-3-(isoquinolin-4-yl)-2-oxoimidazoline-4-carbonitrile FC=1C=CC(=C(C1)N1C(N(C(C1)C#N)C1=CN=CC2=CC=CC=C12)=O)C